ClC=1C=C(C=CC1C)N1CC(C=2C1=NC=CN2)(C)C 5-(3-chloro-4-methylphenyl)-7,7-dimethyl-6,7-dihydro-5H-pyrrolo[2,3-b]pyrazine